C(#N)C1CC1 (1R,2R)-2-cyanocyclopropane